5H-[1,3,4]thiadiazolo[3,2-a]pyrimidin-5-one S1C=NN2C1=NC=CC2=O